N-[2-amino-5-(4-fluorophenyl)phenyl]-6-(2-pyridylsulfonimidoyl)pyridine-3-carboxamide NC1=C(C=C(C=C1)C1=CC=C(C=C1)F)NC(=O)C=1C=NC(=CC1)S(=O)(=N)C1=NC=CC=C1